[Si](C)(C)(C(C)(C)C)O[C@H]1CN(CC1)C(=O)C=1C=C(CC2=NNC(C3=CC=CC=C23)=O)C=CC1F (R)-4-(3-(3-((tert-butyldimethylsilyl)oxy)pyrrolidine-1-carbonyl)-4-fluorobenzyl)phthalazin-1(2H)-one